FC1=NC(=CC(=C1)CN)F (2,6-difluoro-4-pyridinyl)methanamine